N-((6-(4-(Dimethylamino)phenyl)pyridin-3-yl)methyl)-4-hydroxy-N-(6-(oxazol-2-ylmethoxy)pyridazin-4-yl)cyclohexanecarboxamide CN(C1=CC=C(C=C1)C1=CC=C(C=N1)CN(C(=O)C1CCC(CC1)O)C1=CN=NC(=C1)OCC=1OC=CN1)C